2,4-dioxo-1,3-benzoxazine ethyl-octanoate C(C)OC(CCCCCCC)=O.O=C1OC2=C(C(N1)=O)C=CC=C2